3-chloro-4-(6-cyano-5-fluoropyridin-2-yl)-N-(4,4-dimethylcyclohexyl)benzenesulfonamide methyl-3,5-dimethylphenylcarbamate CN(C(O)=O)C1=CC(=CC(=C1)C)C.ClC=1C=C(C=CC1C1=NC(=C(C=C1)F)C#N)S(=O)(=O)NC1CCC(CC1)(C)C